1-methyl-2-(piperazin-1-yl)-1H-benzimidazole dihydrochloride Cl.Cl.CN1C(=NC2=C1C=CC=C2)N2CCNCC2